4-cinnamyl-3-hydroxy-5-(3,4-dimethoxyphenyl)-1-(3-trifluoromethylphenyl)-1H-pyrrol-2(5H)-one C(C=CC1=CC=CC=C1)C1=C(C(N(C1C1=CC(=C(C=C1)OC)OC)C1=CC(=CC=C1)C(F)(F)F)=O)O